3-amino-4-(7-chloro-6-fluoro-1H-indazol-4-yl)-6-propan-2-yloxy-1H-1,7-phenanthrolin-2-one NC=1C(NC2=C3C=CC=NC3=C(C=C2C1C1=C2C=NNC2=C(C(=C1)F)Cl)OC(C)C)=O